NC1=NC2=CC(=CC=C2C=C1Cl)C[C@@H]1CC[C@]2([C@@H]1O[C@H](C2O)N2C=CC1=C2N=CN=C1N)O (2R,3aS,6S,6aR)-6-((2-amino-3-chloroquinolin-7-yl)methyl)-2-(4-amino-7H-pyrrolo[2,3-d]pyrimidin-7-yl)hexahydro-3aH-cyclopenta[b]furan-3,3a-diol